6-((5-((3S,4S)-4-amino-3-methyl-2-oxa-8-azaspiro[4.5]decan-8-yl)pyrazin-2-yl)thio)-5-chloro-3-(2,2,2-trifluoroethyl)quinazolin-4(3H)-one N[C@@H]1[C@@H](OCC12CCN(CC2)C=2N=CC(=NC2)SC=2C(=C1C(N(C=NC1=CC2)CC(F)(F)F)=O)Cl)C